OC1=CC=C(C=C1)S(=O)(=O)C1=CC=C(C=C1)O 4-(4-hydroxyphenyl)sulphonylphenol